3,3-Dimethyl-4-(naphthalen-2-ylamino)-3,4-dihydroquinolin-2(1H)-one CC1(C(NC2=CC=CC=C2C1NC1=CC2=CC=CC=C2C=C1)=O)C